6-chloro-1-((6-cyclopropylimidazo[1,2-a]pyridin-2-yl)methyl)-1H-imidazo-[4,5-c]pyridine ClC1=CC2=C(C=N1)N=CN2CC=2N=C1N(C=C(C=C1)C1CC1)C2